C(C)C=1C=CC(N(C1)C1=CC=CC=C1)=O 5-Ethyl-1-phenyl-2(1H)pyridone